The molecule is a hydrobromide salt obtained by reaction of imetit with two equivalents of hydrobromic acid. An extremely potent, high affinity agonist at H3 and H4 receptors (Ki values are 0.3 and 2.7 nM respectively). Induces shape change in eosinophils with an EC50 of 25 nM. Centrally active following systemic administration. It has a role as a H4-receptor agonist and a H3-receptor agonist. It contains an imetit(2+). C1=C(NC=N1)CCSC(=N)N.Br.Br